CN(C)[Hf](N(C)C)(N(C)C)N(C)C Tetrakis(Dimethylamino)-Hafnium